methoxylflavanone O(C)C1(OC2=CC=CC=C2C(C1)=O)C1=CC=CC=C1